((2S,5S)-2,5-dimethylpiperazine-1,4-diyl)bis(((2S,3R)-2-methyl-3-(3-nitro-phenyl)oxiran-2-yl)methanone) C[C@@H]1N(C[C@@H](N(C1)C(=O)[C@]1(O[C@@H]1C1=CC(=CC=C1)[N+](=O)[O-])C)C)C(=O)[C@]1(O[C@@H]1C1=CC(=CC=C1)[N+](=O)[O-])C